NC=1C(NC2=CC(=C(N=C2C1C1=C2C=NNC2=C(C=C1)F)N1CC2(COC2)C1)C)=O 3-Amino-4-(7-fluoro-1H-indazol-4-yl)-7-methyl-6-(2-oxa-6-azaspiro[3.3]heptan-6-yl)-1H-1,5-naphthyridin-2-one